NCCNC(C1=CC(=CC=C1)C=1C=CC2=C(C=3CN(C(C3C=C2)=O)CC(=C)C(N)=O)C1)=O N-(2-aminoethyl)-3-[2-(2-carbamoyl-2-methyleneethyl)-3-oxo-1H,2H,3H-benzo[e]isoindol-8-yl]-benzamide